(S)-1-cyano-N-(4-(5-methyl-1H-pyrazol-4-yl)pyridin-2-yl)pyrrolidine-3-carboxamide C(#N)N1C[C@H](CC1)C(=O)NC1=NC=CC(=C1)C=1C=NNC1C